N1=CN=C(C2=C1C=CS2)OC2CCN(CC2)C(=O)OC(C)(C)C tert-Butyl 4-(thieno[3,2-d]pyrimidin-4-yloxy)piperidine-1-carboxylate